Nickel-chromium-boron [B].[Cr].[Ni]